Ethyl 2-(6-bromo-7-(difluoromethyl)-4-(trifluoromethyl)-2H-indazol-2-yl)acetate BrC=1C=C(C2=CN(N=C2C1C(F)F)CC(=O)OCC)C(F)(F)F